[N+](=O)([O-])C1=CC=C(C=C1)S(=O)(=O)N[C@@H]1[C@H](CCCC1)NC(OC(C)(C)C)=O tert-Butyl ((1S,2S)-2-((4-nitrophenyl)sulfonamido)cyclohexyl)carbamate